C(C=C)NCC(=O)O 2-(ALLYLAMINO)ACETIC ACID